2-Hydroxy-4-iodobenzamide OC1=C(C(=O)N)C=CC(=C1)I